[4-(5-tert-butyl-1,2,4-oxadiazol-3-yl)phenyl]-[6-(6,7-dihydro-4H-pyrano[4,3-c]pyrazol-2-yl)-2-azaspiro[3.3]heptan-2-yl]methanone C(C)(C)(C)C1=NC(=NO1)C1=CC=C(C=C1)C(=O)N1CC2(C1)CC(C2)N2N=C1C(=C2)COCC1